NC1=NNC2=C1C(=NC=C2C=2N=NC=CC2)C2=CC=C(CNC(C1=C(C=CC(=C1)F)OC)=O)C=C2 N-(4-(3-amino-7-(pyridazin-3-yl)-1H-pyrazolo[4,3-c]pyridin-4-yl)benzyl)-5-fluoro-2-methoxybenzamide